1-[3-(2-chloro-6-fluorophenyl)-5-{1-[(2R)-2-hydroxypropyl]-5-(trifluoromethyl)-1H-pyrazol-4-yl}-1,2-oxazol-4-yl]ethan-1-one ClC1=C(C(=CC=C1)F)C1=NOC(=C1C(C)=O)C=1C=NN(C1C(F)(F)F)C[C@@H](C)O